4-(N,N-diisopropyl-amino)benzyl-amine C(C)(C)N(C(C)C)C1=CC=C(CN)C=C1